C(C=C)(=O)N1[C@@H](CN(C[C@@H]1C)C=1C2=C(N(C(N1)=O)C=1C(=NC=CC1C)C(C)C)N=C(C(=C2)Cl)C2=C(C=CC=C2F)N)C (M)-4-(4-propenoyl-cis-3,5-dimethylpiperazin-1-yl)-7-(2-amino-6-fluorophenyl)-6-chloro-1-(2-isopropyl-4-methylpyridin-3-yl)pyrido[2,3-d]pyrimidin-2(1H)-one